C1NCC12CC(C2)CC=2C(NC=C(C2)C(F)F)=O 3-(2-azaspiro[3.3]heptan-6-ylmethyl)-5-(difluoromethyl)-1H-pyridin-2-one